1-(1-methyl-1,2,3,4-tetrahydroquinolin-8-yl)-5-(trifluoromethyl)-1H-pyrazole-4-carboxylic acid CN1CCCC2=CC=CC(=C12)N1N=CC(=C1C(F)(F)F)C(=O)O